[Si](C1=CC=CC=C1)(C1=CC=CC=C1)(C(C)(C)C)OC[C@@H]1[C@@H](C=C[C@H](O1)C1=CC2=CC=CC=C2C=C1)O (1S)-1,5-anhydro-2,3-dideoxy-6-O-(tert-butyldiphenylsilyl)-1-C-(naphthalen-2-yl)-D-threo-hex-2-enitol